4-{1,4-dioxaspiro[4.5]decan-8-yl}but-3-en-2-one O1CCOC12CCC(CC2)C=CC(C)=O